4-(methylamino)butan CNCCCC